O=C1N[C@H]2[C@@H](OC1)CCN(C2)C(=O)N2CC(C2)COCC=2C=C(OCCCNC(OCC1=CC=CC=C1)=O)C=CC2 benzyl (3-(3-(((1-((4aR,8aS)-3-oxooctahydro-2H-pyrido[4,3-b][1,4]oxazine-6-carbonyl)azetidin-3-yl)methoxy)methyl)phenoxy)propyl)carbamate